(S)-quinuclidin-3-yl (6'-(2-(2-methoxyethoxy)phenyl)-3',4'-dihydro-1'H-spiro[cyclopropane-1,2'-naphthalen]-1'-yl)carbamate COCCOC1=C(C=CC=C1)C=1C=C2CCC3(C(C2=CC1)NC(O[C@@H]1CN2CCC1CC2)=O)CC3